C1(CCCCC1)C(NC(C1=CN=CC=C1)=O)C12CC(C1)(C2)C2=CC=CC=C2 N-(cyclohexyl(3-phenylbicyclo[1.1.1]pentan-1-yl)methyl)nicotinamide